(3S)-N-[3-[2-(2,5-dihydrofuran-3-yl)-6-[[(2R)-1-hydroxypropan-2-yl]amino]pyridin-4-yl]-4-methylphenyl]-3-(2,2,2-trifluoroethyl)pyrrolidine-1-carboxamide O1CC(=CC1)C1=NC(=CC(=C1)C=1C=C(C=CC1C)NC(=O)N1C[C@@H](CC1)CC(F)(F)F)N[C@@H](CO)C